(pyrazine-2-yl-methyl)quinazoline-2,4-diamine N1=C(C=NC=C1)CC1=C2C(=NC(=NC2=CC=C1)N)N